(R)-1-(3,4-difluorophenyl)-6-methyl-5-(3-methyl-4-((1-propyl-1H-pyrazol-4-yl)sulfonyl)piperazin-1-yl)-1H-indazole FC=1C=C(C=CC1F)N1N=CC2=CC(=C(C=C12)C)N1C[C@H](N(CC1)S(=O)(=O)C=1C=NN(C1)CCC)C